1-(2-fluoroethyl)cyclohexane-1,3-diamine FCCC1(CC(CCC1)N)N